N-(Cyanomethyl)-1-(2-((2-methoxy-4-(piperidin-4-yl)phenyl)amino)pyrimidin-4-yl)-1H-pyrrole-3-carboxamide C(#N)CNC(=O)C1=CN(C=C1)C1=NC(=NC=C1)NC1=C(C=C(C=C1)C1CCNCC1)OC